(R)-7-((S)-4-acryloyl-2-methylpiperazin-1-yl)-9-chloro-3-((1-methylpiperidin-4-yl)methyl)-10-(2,4,6-trifluorophenyl)-2H-[1,4]thiazino[2,3,4-ij]quinazolin-5(3H)-one C(C=C)(=O)N1C[C@@H](N(CC1)C1=NC(N2C3=C(C(=C(C=C13)Cl)C1=C(C=C(C=C1F)F)F)SC[C@H]2CC2CCN(CC2)C)=O)C